3-(4-((2-(4-fluorophenoxy)benzyl)oxy)phenyl)propanoic acid FC1=CC=C(OC2=C(COC3=CC=C(C=C3)CCC(=O)O)C=CC=C2)C=C1